tris(m-difluorophenyl)boron FC1(CC(=CC=C1)F)B(C1(CC(=CC=C1)F)F)C1(CC(=CC=C1)F)F